[1,3-bis-(2,4,6-trimethylphenyl)-2-imidazolidinylidene]dichloro(3-methyl-2-butenylidene)(triphenylphosphine) ruthenium (II) [Ru+2].CC1=C(C(=CC(=C1)C)C)N1C(N(CC1)C1=C(C=C(C=C1C)C)C)=CC(=CC=P(C1=C(C(=CC=C1)Cl)Cl)(C1=CC=CC=C1)C1=CC=CC=C1)C